BrC1=CC2=C(C3=C(S2)C=CC=C3Cl)C=C1 7-bromo-1-chlorodibenzo[b,d]thiophene